α,β-trehalose C([C@@H]1[C@H]([C@@H]([C@H]([C@H](O1)O[C@H]2[C@@H]([C@H]([C@@H]([C@H](O2)CO)O)O)O)O)O)O)O